tert-Butyl (S)-(4-(3-chloro-4-(2-chloro-3-(5-(((3-fluoropropyl)amino)methyl)picolinamido)phenyl)pyridin-2-yl)-2-methoxybenzyl)((5-oxopyrrolidin-2-yl)methyl)carbamate ClC=1C(=NC=CC1C1=C(C(=CC=C1)NC(C1=NC=C(C=C1)CNCCCF)=O)Cl)C1=CC(=C(CN(C(OC(C)(C)C)=O)C[C@H]2NC(CC2)=O)C=C1)OC